sodium β-isononylaminopropionate C(CCCCCC(C)C)NCCC(=O)[O-].[Na+]